C(C)C=1C(C(=CC(C1)=O)CC)=O 2,6-di-ethylbenzoquinone